N[C@@H]1CN(CCC1)C=1C=C2C=C(N(C2=CC1)C1=CC=C(C#N)C=C1)C1=CC(=C(C=C1)OC)F (S)-4-(5-(3-aminopiperidin-1-yl)-2-(3-fluoro-4-methoxyphenyl)-1H-indol-1-yl)benzonitrile